C(C)OC(=O)C1=NN(C=C1C(C1=CC=CC=C1)O)CC1=CC=C(C=C1)OC.C(CCCC)C(=O)O amyl-carboxylate ethyl-4-[hydroxyl-(phenyl)methyl]-1-[(4-methoxyphenyl)methyl]pyrazole-3-carboxylate